N-(2-(3,3-difluoropyrrolidin-1-yl)-4-(1-(tetrahydro-2H-pyran-2-yl)-1H-pyrazol-3-yl)pyridin-3-yl)-4-(4,4,5,5-tetramethyl-1,3,2-dioxaborolan-2-yl)benzamide FC1(CN(CC1)C1=NC=CC(=C1NC(C1=CC=C(C=C1)B1OC(C(O1)(C)C)(C)C)=O)C1=NN(C=C1)C1OCCCC1)F